BrC1=CC(=C(C=C1)N1C(C=2N(CC1)N=CC2C)=O)F 5-(4-bromo-2-fluorophenyl)-3-methyl-6,7-dihydropyrazolo[1,5-a]pyrazin-4(5H)-one